(E)-4-(3'-Fluoro[1,1'-biphenyl]-2-yl)-3-oxoprop-1-en-1-yl-benzoic acid FC=1C=C(C=CC1)C1=C(C=CC=C1)C1=CC(=C(C(=O)O)C=C1)\C=C\C=O